ClC=1C(=C(C(=O)N)C=CC1)OC=1C2=C(N=C(N1)C)SC(=C2)C2=C(C=CC=C2)Cl 3-chloro-2-{[6-(2-chlorophenyl)-2-methylthieno[2,3-d]pyrimidin-4-yl]oxy}benzamide